C1(CCC1)OC1=CC2=C(CN(CCC2)C2=CC(=C(C(=C2)C)NC(CC(C)(C)C)=O)C)C=C1F N-(4-(7-Cyclobutoxy-8-fluoro-1,3,4,5-tetrahydro-2H-benzo[c]azepine-2-yl)-2,6-Dimethylphenyl)-3,3-dimethylbutanamide